3-((cis)-1-((benzyloxy)carbonyl)-3,3-difluoro-4-oxohexahydropyrrolo[3,4-b]pyrrol-5(1H)-yl)-2,2-dimethylpropionic acid C(C1=CC=CC=C1)OC(=O)N1[C@@H]2[C@H](C(C1)(F)F)C(N(C2)CC(C(=O)O)(C)C)=O